C(C)NC(COC1=C(C=CC(=C1)C=O)[N+](=O)[O-])=O N-ETHYL-2-(5-FORMYL-2-NITROPHENOXY)ACETAMIDE